endo-3-amino-9-methyl-9-azabicyclo[3.3.1]nonane CN1[C@@H]2CCC[C@H]1CC(C2)N